C(C)(C)(C)OC(=O)N[C@H](C(=O)N)CCCNC(=O)N (S)-2-((tert-butoxycarbonyl)amino)-5-ureidopentanamide